3-[2-(2-methylprop-2-enoyloxy)ethylcarbamoylamino]Propylphosphonic acid CC(C(=O)OCCNC(=O)NCCCP(O)(O)=O)=C